C1(CCC1)N1N=C(C=C1)C1=NN(C2=CN=C(C=C21)NC(=O)C2CC2)C N-(3-(1-cyclobutyl-1H-pyrazol-3-yl)-1-methyl-1H-pyrazolo[3,4-c]pyridin-5-yl)cyclopropanecarboxamide